FC=1C=C(N(C1CO)COCC[Si](C)(C)C)C(=O)O 4-fluoro-5-(hydroxymethyl)-1-{[2-(trimethylsilyl)ethoxy]methyl}-1H-pyrrole-2-carboxylic acid